C(C)(C)(C)OC(=O)N1CC(C[C@H](C1)N)(F)F.C(C)(C)[Si](C#CC1=NN(C2=CC=C(C=C12)B1OC(C(O1)(C)C)(C)C)C1OCCCC1)(C(C)C)C(C)C triisopropyl-[2-[1-tetrahydropyran-2-yl-5-(4,4,5,5-tetramethyl-1,3,2-dioxaborolan-2-yl)indazol-3-yl]ethynyl]silane tert-butyl-(5R)-5-amino-3,3-difluoropiperidine-1-carboxylate